ClC(CC(CC(CCCOCCCOCOCOCCCOCCCC(CC(CC(C)Cl)C)C)C)C)C 8-chloro-4,6-dimethylnonyloxypropyloxymethyl ether